tert-butyl N-{5-chloro-[1,3]thiazolo[5,4-d]pyrimidin-2-yl}carbamate ClC=1N=CC2=C(N1)SC(=N2)NC(OC(C)(C)C)=O